BrC=1C=C(C(=C(C1)C(C)=O)O)C 1-(5-bromo-2-hydroxy-3-methylphenyl)ethan-1-one